3-(4-Cyclobutoxybenzyl)-1-(4-fluorobenzyl)-1-(2-(pyrrolidin-1-yl)ethyl)urea C1(CCC1)OC1=CC=C(CNC(N(CCN2CCCC2)CC2=CC=C(C=C2)F)=O)C=C1